2-chloromethylpyrazine hydrochloride Cl.ClCC1=NC=CN=C1